C1(=CC=CC=C1)C1=NC(=CC(=N1)C=1C=C(C=C(C1)N1C2=CC=CC=C2C=2C=C(C=CC12)C1=CC=2C3(C4=CC=CC=C4C2C=C1)C1=CC=CC=C1C=1C=CC=CC13)N1C3=CC=CC=C3C=3C=C(C=CC13)C1=CC=3C2(C4=CC=CC=C4C3C=C1)C1=CC=CC=C1C=1C=CC=CC12)C1=CC=CC=C1 9,9'-(5-(2,6-diphenylpyrimidin-4-yl)-1,3-phenylene)bis(3-(9,9'-spirobi[fluoren]-2-yl)-9H-carbazole)